(R)-1-(2-(dimethylamino)-3-phenylpropyl)-3-(2-methyl-1-phenylpropan-2-yl)urea CN([C@@H](CNC(=O)NC(CC1=CC=CC=C1)(C)C)CC1=CC=CC=C1)C